C[C@@H]1N(CCN(C1)C)C1C(CNC1)O 4-((S)-2,4-Dimethylpiperazin-1-yl)pyrrolidin-3-ol